N1CCC(CC1)CN1CCC(CC1)COC1=CC=C(C=C1)[C@@H]1C(NC(CC1)=O)=O |r| rac-(R)-3-(4-((1-(piperidin-4-ylmethyl)piperidin-4-yl)methoxy)phenyl)piperidine-2,6-dione